5-chloro-2-[(6,8-dichloro-3-thiomorpholinosulfonyl-4-quinolyl)amino]benzoic acid ClC=1C=CC(=C(C(=O)O)C1)NC1=C(C=NC2=C(C=C(C=C12)Cl)Cl)S(=O)(=O)N1CCSCC1